4-Methyl-N1-(3-phenylpropyl)benzene-1,2-diamine CC=1C=C(C(=CC1)NCCCC1=CC=CC=C1)N